C1=C(C=CC2=CC=CC=C12)C(CCC(=O)O)=O 4-(2-naphthyl)-4-oxobutanoic acid